(4,6-dichloro-1,3,5-triazin-2-yl)morpholine ClC1=NC(=NC(=N1)Cl)N1CCOCC1